C1(CC1)OC1=C(C(=NC=C1)OC)C1=CN(C2=NC(=CC=C21)NC(=O)NCCN(C)C)COCC[Si](C)(C)C 1-[3-(4-cyclopropoxy-2-methoxypyridin-3-yl)-1-{[2-(trimethylsilyl)ethoxy]methyl}pyrrolo[2,3-b]pyridin-6-yl]-3-[2-(dimethylamino)ethyl]urea